COC1=C(C=C(C(=C1)S(=O)(=O)[O-])C)N\N=C/1\C=2C=CC(=CC2C=CC1=O)S(=O)(=O)[O-] (5Z)-5-[(2-methoxy-5-methyl-4-sulfonatophenyl)hydrazinylidene]-6-oxonaphthalene-2-sulfonate